NC(CCCN(CC)CC)C 4-Amino-1-diethylaminopentan